6-bromo-3,3-dimethyl-4-(methylthio)isoindolin-1-one BrC1=CC(=C2C(NC(C2=C1)=O)(C)C)SC